1-[(2R,3S,4R,5R)-4-[(tert-butyldimethylsilyl)oxy]-5-[[(tert-butyldimethylsilyl)oxy]methyl]-3-fluorooxolan-2-yl]-5-fluoro-3H-pyrimidine-2,4-dione [Si](C)(C)(C(C)(C)C)O[C@H]1[C@@H]([C@@H](O[C@@H]1CO[Si](C)(C)C(C)(C)C)N1C(NC(C(=C1)F)=O)=O)F